C(C)N1N=C(C(=C1)C1=NC(=NC=C1)NC1=CC=C(C=C1)N1N=C(N=C1)C)C=1C=NC=CC1 4-(1-ethyl-3-(pyridin-3-yl)-1H-pyrazol-4-yl)-N-(4-(3-methyl-1H-1,2,4-triazol-1-yl)phenyl)pyrimidin-2-amine